C(CC)(=O)OCC(C)C 2,2-dimethylethyl propionate